O=C1CN(CCN1CC1=C(C=CC=C1)C(F)(F)F)C=1C(NN=CC1)=O 4-(3-oxo-4-[[2-(trifluoromethyl)phenyl]methyl]piperazin-1-yl)-2,3-dihydropyridazin-3-one